N-[(6-Amino-2-pyridyl)sulfonyl]-5-(2-ethylphenyl)-2-(2,4,6-trimethylphenoxy)pyridin-3-carboxamid NC1=CC=CC(=N1)S(=O)(=O)NC(=O)C=1C(=NC=C(C1)C1=C(C=CC=C1)CC)OC1=C(C=C(C=C1C)C)C